C(C1=CC=CC=C1)OC1=C(C(=CC(=C1)C(F)F)O)C(=O)N1CC2=CC=CC=C2C1 (2-(Benzyloxy)-4-(difluoromethyl)-6-hydroxyphenyl)(isoindolin-2-yl)methanone